6-amino-7-(2-chloro-5-fluorophenyl)-7-hydroxy-1,7,8,9-tetrahydro-2λ6-[1,3,4]oxathiazino[5,6-e]isoindol-2,2,9-trione NC=1C=C2C(=C3C(NC(C13)(O)C1=C(C=CC(=C1)F)Cl)=O)NS(CO2)(=O)=O